C[Si](C1(C=C(C2=CC=CC=C12)C)[Li])(C1C=C(C2=CC=CC=C12)CC(C)C1=CC=CC=C1)C 1-(dimethyl-(3-(2-phenylpropyl)-1H-inden-1-yl)silyl)-3-methyl-1H-inden-1-yl-lithium